[BiH3]1CCC1 λ5-bismetane